N1-[2-(dimethylamino)ethyl]-5-methoxy-N1-methyl-N4-(4-(3,3,5,6-tetramethyl-2,3-dihydro-1H-pyrrolo[3,2-b]pyridin-1-yl)-1,3,5-triazin-2-yl)benzene-1,2,4-triamine CN(CCN(C=1C(=CC(=C(C1)OC)NC1=NC=NC(=N1)N1CC(C2=NC(=C(C=C21)C)C)(C)C)N)C)C